N1-(2-(2-(2-(2-((2-(2,6-dioxopiperidin-3-yl)-1,3-dioxoisoindolin-4-yl)amino)ethoxy)ethoxy)ethoxy)ethyl)-N4-(4-(pyridin-2-yl)thiazol-2-yl)terephthalamide O=C1NC(CCC1N1C(C2=CC=CC(=C2C1=O)NCCOCCOCCOCCNC(C1=CC=C(C(=O)NC=2SC=C(N2)C2=NC=CC=C2)C=C1)=O)=O)=O